6-(benzyloxy)-4-chloro-7-methoxyquinazoline C(C1=CC=CC=C1)OC=1C=C2C(=NC=NC2=CC1OC)Cl